O1CCN(CC1)C1=CC=C(C=C1)CCCC=O 1-[4-morpholinophenyl]-4-butanone